C1(=C(C=CC=C1)C#CC1=NNC2=CC=C(C=C12)C(=O)N1C[C@@H](CC1)NC(CNC(C1=CC(=CC=C1)C(F)(F)F)=O)=O)C1=CC=CC=C1 (R)-N-(2-((1-(3-([1,1'-Biphenyl]-2-ylethynyl)-1H-indazole-5-carbonyl)pyrrolidin-3-yl)amino)-2-oxoethyl)-3-(trifluoromethyl)benzamide